C1(CCC1)CCN1C(N(CC12CCC(CC2)(C2=CC=CC=C2)N(C)C)CC2=CC=C(C=C2)OC)=O 1-(2-cyclobutyl-ethyl)-8-dimethylamino-3-[(4-methoxyphenyl)-methyl]-8-phenyl-1,3-diazaspiro[4.5]decan-2-one